potassium naphthaleneformaldehyde C1(=CC=CC2=CC=CC=C12)C=O.[K]